2-[4-[(3aS,6aR)-1,3,3a,4,6,6a-hexahydrofuro[3,4-c]pyrrol-5-yl]-1-methyl-pyrazolo[3,4-d]pyrimidin-6-yl]ethynyl-trimethyl-silane C1OC[C@H]2[C@@H]1CN(C2)C2=C1C(=NC(=N2)C#C[Si](C)(C)C)N(N=C1)C